C(C)(C)(C)N(C(O)=O)C1=C(C=C(C(=C1)N1CCC(CC1)N1CCOCC1)F)N.COCC=1C=C(C=C(C1)COC)C1=CC(=CC(=C1)COC)COC 3,3',5,5'-tetramethyloxymethyl-biphenyl tert-butyl-(2-amino-4-fluoro-5-(4-morpholinopiperidin-1-yl)phenyl)carbamate